NC(=N)N.NC1=NN=NN1 5-aminotetrazole guanidine salt